2-Methoxyethanol Yttrium [Y].COCCO